CN1CCCC2=CC(=CC=C12)C(=O)NC1CCC(CC1)NC1=CC=CC=2SC(=CC21)C(F)(F)F 1-methyl-N-((1S,4S)-4-((2-(trifluoromethyl)benzo[b]thiophen-4-yl)amino)cyclohexyl)-1,2,3,4-tetrahydroquinoline-6-carboxamide